ClC1=C(C#N)C=CC(=C1)N1[C@H](CN([C@@H](C1)C)C(C1=CN=C(C=C1)OCCCCCN1CCC(CC1)N1N=CC=2C1=CN=CC2N2C(NC(CC2)=O)=O)=O)C 2-chloro-4-((2S,5R)-4-(6-((5-(4-(4-(2,4-dioxotetrahydropyrimidin-1(2H)-yl)-1H-pyrazolo[3,4-c]pyridin-1-yl)piperidin-1-yl)pentyl)oxy)nicotinoyl)-2,5-dimethylpiperazin-1-yl)benzonitrile